(R)-3-acetyl-6,7,7a,8,10,11-hexahydro-9H-pyrazino[1,2-d]pyrido[3,2-b][1,4]oxazepin C(C)(=O)C1=CC=2OCC[C@H]3N(C2N=C1)CCNC3